ethyl 2-({6-[(1,3-benzothiazol-2-yl)amino]-5-cyclopropyl-4-methylpyridazin-3-yl}amino)-1,3-thiazole-4-carboxylate S1C(=NC2=C1C=CC=C2)NC2=C(C(=C(N=N2)NC=2SC=C(N2)C(=O)OCC)C)C2CC2